N=1C=NN2C=NC(=CC21)OC2=C(C=C(C=C2)NC=2C1=C(N=CN2)C=CC(=N1)N1CC(N(CC1)C(C=C)=O)(C)C)C 1-(4-(4-((4-([1,2,4]triazolo[1,5-c]pyrimidin-7-yloxy)-3-methylphenyl)amino)pyrido[3,2-d]pyrimidin-6-yl)-2,2-dimethylpiperazin-1-yl)prop-2-en-1-one